para-iso-propyl-styrene C(C)(C)C1=CC=C(C=C)C=C1